COCCOC(=O)N(C1CCN(CC1)C1CC2(C1)CN(CC2)C(=O)OCC)CC(F)(F)F ethyl 2-(4-{[(2-methoxyethoxy) carbonyl] (2,2,2-trifluoroethyl) amino} piperidin-1-yl)-6-azaspiro[3.4]octane-6-carboxylate